(E)-N'-(4-(2-cyclopentylacetyl)-2,5-dimethylphenyl)-N-ethyl-N-methylacetimidamide C1(CCCC1)CC(=O)C1=CC(=C(C=C1C)/N=C(\C)/N(C)CC)C